4-(4-(6-methyl-2-(pyrrolidin-1-yl)pyrimidin-4-yl)-1H-pyrazol-1-yl)-3-(6-azaspiro[2.5]oct-6-yl)aniline CC1=CC(=NC(=N1)N1CCCC1)C=1C=NN(C1)C1=C(C=C(N)C=C1)N1CCC2(CC2)CC1